4-(dimethoxymethyl)-1-(5-methoxy-4-nitro-2-vinylphenyl)piperidine COC(C1CCN(CC1)C1=C(C=C(C(=C1)OC)[N+](=O)[O-])C=C)OC